C=1N=CN2C1C1=CC=CC=C1C2C2C(C1=CC=C(C=C1CC2)SC)O 2-(5H-imidazo[5,1-a]isoindol-5-yl)-6-(methylsulfanyl)-1,2,3,4-tetrahydronaphthalen-1-ol